1-(2-cyanoethyl)-imidazole, sodium salt [Na].C(#N)CCN1C=NC=C1